tert-butyl (3S)-4-((1-(3-(2,6-dioxopiperidin-3-yl)-1-methyl-1H-indazol-7-yl)piperidin-4-yl)methyl)-3-(trifluoromethyl)piperazine-1-carboxylate O=C1NC(CCC1C1=NN(C2=C(C=CC=C12)N1CCC(CC1)CN1[C@@H](CN(CC1)C(=O)OC(C)(C)C)C(F)(F)F)C)=O